CC1=C(OC2=C(C=C(C=C2)C(C)(C)O)C=2C3=C(C(N(C2)C)=C=O)NC(=C3)C(=O)NCC)C(=CC(=C1)S(=O)(=N)C)C 4-(2-(2,6-dimethyl-4-(S-methylsulphonimidoyl)phenoxy)-5-(2-hydroxypropan-2-yl)phenyl)-N-ethyl-6-methyl-7-carbonyl-6,7-dihydro-1H-pyrrolo[2,3-c]pyridine-2-carboxamide